C1(CC1)C(=O)N1CCC(CC1)C1NCCC2=CC=C(C=C12)OC1=CC=C(C=C1)C(F)(F)F cyclopropyl(4-(7-(4-(trifluoromethyl)phenoxy)-1,2,3,4-tetrahydroisoquinolin-1-yl)piperidin-1-yl)methanone